methyl 2-(benzo[d]oxazol-2-yl)acetate O1C(=NC2=C1C=CC=C2)CC(=O)OC